dimethyltin bisneodecanoate C(CCCCCC(C)(C)C)(=O)[O-].C(CCCCCC(C)(C)C)(=O)[O-].C[Sn+2]C